methyl-1-(pyridin-4-ylmethyl)-1H-pyrrole-3-carboxylate COC(=O)C1=CN(C=C1)CC1=CC=NC=C1